4-chloro-1-[2-(7,7-difluoro-2-azaspiro[3.3]hept-2-yl)-2-oxoethyl]-5-fluoro-1'-(1H-pyrazolo[4,3-b]pyridine-5-carbonyl)spiro[indole-3,4'-piperidin]-2-one ClC1=C2C(=CC=C1F)N(C(C21CCN(CC1)C(=O)C1=CC=C2C(=N1)C=NN2)=O)CC(=O)N2CC1(C2)CCC1(F)F